6-(4-fluorophenyl)-N-(4-(2-methylpyridin-4-yl)benzyl)-2,7-naphthyridin-1-amine FC1=CC=C(C=C1)C=1C=C2C=CN=C(C2=CN1)NCC1=CC=C(C=C1)C1=CC(=NC=C1)C